(1S,2S)-2-(4-(4-chloro-2-fluorophenyl)piperazin-1-yl)cyclohexan-1-amine ClC1=CC(=C(C=C1)N1CCN(CC1)[C@@H]1[C@H](CCCC1)N)F